3-(1-(trans-4-(3-chloro-5-(trifluoromethyl)benzyloxy)pyrrolidin-3-yl)-1H-1,2,3-triazol-4-yl)pyridine ClC=1C=C(CO[C@H]2[C@@H](CNC2)N2N=NC(=C2)C=2C=NC=CC2)C=C(C1)C(F)(F)F